(2R,3R,4S,5S)-2-(4-Amino-7H-pyrrolo[2,3-d]pyrimidin-7-yl)-5-((((5-cyclohexyl-3-methylisoxazol-4-yl)methyl)thio)methyl)tetrahydrofuran-3,4-diol NC=1C2=C(N=CN1)N(C=C2)[C@@H]2O[C@@H]([C@H]([C@H]2O)O)CSCC=2C(=NOC2C2CCCCC2)C